5-bromo-3-chloro-2-(2H-tetrazol-5-yl)pyridine BrC=1C=C(C(=NC1)C=1N=NNN1)Cl